C(C)(=O)NC1=C(C(=O)NC=2SC(=CN2)C#N)C=CC=C1 2-acetamido-N-(5-Cyanothiazol-2-yl)benzamide